CC1=CC=C(C=C1)C(CCCC(=O)O)=O 5-(4-methylphenyl)-5-oxopentanoic acid